(4-hydroxycyclohexane-1,1-diyl)bis(methylene)bis(4-methylbenzenesulfonate) OC1CCC(CC1)(CC1=C(C=CC(=C1)C)S(=O)(=O)[O-])CC1=C(C=CC(=C1)C)S(=O)(=O)[O-]